4-[4-(4-methoxyphenyl)piperidin-1-yl]-1-methyl-7-(oxetan-3-yl)-2-oxo-1,2-dihydro-quinoline-3-carbonitrile COC1=CC=C(C=C1)C1CCN(CC1)C1=C(C(N(C2=CC(=CC=C12)C1COC1)C)=O)C#N